4-(4'-acetyl-[1,1'-biphenyl]-4-yl)-1H-1,2,3-triazole-5-carboxylic acid C(C)(=O)C1=CC=C(C=C1)C1=CC=C(C=C1)C=1N=NNC1C(=O)O